C(C)(C)(C)OC(=O)N1CC2(CCC2)C(CC1)N1C(N(C2=NC(=NC=C2C1)S(=O)(=O)C)C)=O 9-(1-methyl-7-methylsulfonyl-2-oxo-4H-pyrimido[4,5-d]pyrimidin-3-yl)-6-azaspiro[3.5]nonane-6-carboxylic acid tert-butyl ester